5-(5-methyl-1,3,4-thiadiazol-2-yl)-2-{6-[(3R)-3-[(3S)-oxolan-3-ylamino]pyrrolidin-1-yl]pyridazin-3-yl}phenol CC1=NN=C(S1)C=1C=CC(=C(C1)O)C=1N=NC(=CC1)N1C[C@@H](CC1)N[C@@H]1COCC1